2-methoxy-N3-methyl-N5-((1s,2s)-2-methylcyclopropyl)pyridine-3,5-dicarboxamide COC1=NC=C(C=C1C(=O)NC)C(=O)N[C@@H]1[C@H](C1)C